5-chloro-2-fluoro-4-((1-phenylcyclobutyl)amino)-N-(thiazol-4-yl)benzenesulfonamide ClC=1C(=CC(=C(C1)S(=O)(=O)NC=1N=CSC1)F)NC1(CCC1)C1=CC=CC=C1